CC1=C2C(=NC=C1)N(C(N2)=O)C2CCNCC2 7-methyl-3-(4-piperidinyl)-1H-imidazo[4,5-b]pyridin-2-one